hexakis[(trimethylsilyl)ethyl]benzene tert-butyl-((3-(5-chloro-2-(4-cyano-2-methoxyphenoxy)-4-methylnicotinamido)phenyl)(methyl)(oxo)-λ6-sulfaneylidene)carbamate C(C)(C)(C)OC(N=S(=O)(C)C1=CC(=CC=C1)NC(C1=C(N=CC(=C1C)Cl)OC1=C(C=C(C=C1)C#N)OC)=O)=O.C[Si](C)(C)CCC1=C(C(=C(C(=C1CC[Si](C)(C)C)CC[Si](C)(C)C)CC[Si](C)(C)C)CC[Si](C)(C)C)CC[Si](C)(C)C